ClC1=NC=2C(CCCC2C=C1C(=O)NS(=O)(=O)C1=NC(=CC=C1)NC(CC[C@@H]1CNC(C1)(C)C)C1=NC=CC=C1)(C)C 2-chloro-N-[[6-[[3-[(3S)-5,5-dimethylpyrrolidin-3-yl]-1-(2-pyridyl)propyl]amino]-2-pyridyl]sulfonyl]-8,8-dimethyl-6,7-dihydro-5H-quinoline-3-carboxamide